2-(6-tert-butyl-5-chloro-2-methyl-3-pyridyl)-5-(2,5-dimethyl-1,2,4-triazol-3-yl)-1H-1,6-naphthyridin-4-one C(C)(C)(C)C1=C(C=C(C(=N1)C)C=1NC2=CC=NC(=C2C(C1)=O)C=1N(N=C(N1)C)C)Cl